7-difluoromethyl-5-(3-methoxyphenyl)pyrazolo[1,5-a]pyrimidine-3-carboxylic acid methyl ester COC(=O)C=1C=NN2C1N=C(C=C2C(F)F)C2=CC(=CC=C2)OC